2-(2,3-dimethylpiperazin-1-yl)-6-fluoro-4-isobutylbenzonitrile CC1N(CCNC1C)C1=C(C#N)C(=CC(=C1)CC(C)C)F